cyclohexanone cyanide [C-]#N.C1(CCCCC1)=O